ClC=1C=C2CCCN(C2=CC1)C1CC(N(C1)C(=O)[O-])(C)CO 4-(6-chloro-3,4-dihydroquinolin-1(2H)-yl)-2-(hydroxymethyl)-2-methylpyrrolidine-1-carboxylate